N[C@@H](CCC(=O)N[C@@H](CSC=CC)C(=O)O)C(=O)O gamma-glutamyl-S-propenyl-L-cysteine